ClC1=NC=CC(=C1NC(=O)C=1C=NC(=NC1)C(C)C)I N-(2-chloro-4-iodo-3-pyridinyl)-2-isopropyl-pyrimidine-5-carboxamide